4-bromo-7-chloropyrazolo[1,5-a]pyrazine BrC=1C=2N(C(=CN1)Cl)N=CC2